COC(=O)C1=CC2=C(C=N1)C=NN2C(F)(F)F 1-(trifluoromethyl)-1H-pyrazolo[4,3-c]pyridine-6-carboxylic acid methyl ester